(S)-(6,7-dichloro-1-methyl-9-vinyl-1,3,4,5-tetrahydro-2H-pyrido[4,3-b]indol-2-yl)(5-methoxypyrimidin-2-yl)methanone ClC1=C(C=C(C=2C3=C(NC12)CCN([C@H]3C)C(=O)C3=NC=C(C=N3)OC)C=C)Cl